ClC1=NC(=CC(=C1)C1=CC(=NC=C1C)N)OCC1=CC=C(C=C1)OC 2'-chloro-6'-((4-methoxybenzyl)oxy)-5-methyl-[4,4'-bipyridin]-2-amine